trans-4-guanidinoaminomethylcyclohexanecarboxylic acid N(C(=N)N)NC[C@@H]1CC[C@H](CC1)C(=O)O